[Cl-].ClC1=CC=C(C=C1)C1=NN(C[C@H]1C1=CC=CC=C1)C(=O)NS(=O)(=O)C1=CC=C(C=C1)C(F)(F)F (R,E)-3-(4-chlorophenyl)-4-phenyl-N-((4-(trifluoromethyl)phenyl)sulfonyl)-4,5-dihydro-1H-pyrazole-1-carboxamide chloride